3-(5-(difluoromethyl)-1,3,4-thiadiazol-2-yl)-8-((2R,6S)-2-formyl-6-methylmorpholino)-N-(3-methyloxetan-3-yl)-N-((2-(trimethylsilyl)ethoxy)methyl)imidazo[1,5-a]pyridine-6-sulfonamide FC(C1=NN=C(S1)C1=NC=C2N1C=C(C=C2N2C[C@@H](O[C@H](C2)C)C=O)S(=O)(=O)N(COCC[Si](C)(C)C)C2(COC2)C)F